4-methyl-1H-pyrazole-5-carbohydrazide CC=1C=NNC1C(=O)NN